potassium tetracyano-nickel (II) C(#N)[Ni-2](C#N)(C#N)C#N.[K+].[K+]